C1(CC1)[C@]12CC[C@@](C[C@H]1CC[C@H]1[C@@H]3CCC[C@@H]([C@]3(CC[C@H]21)C)C(CN2N=CC(=C2)C#N)=O)(C)O 1-(2-((1S,4aS,4bS,6aR,8R,10aR,10bS,12aS)-10a-cyclopropyl-8-hydroxy-8,12a-dimethyloctadecahydrochrysen-1-yl)-2-oxoethyl)-1H-pyrazole-4-carbonitrile